COC1=CC=C(C=C1)C1=NOC(=N1)N1CCC(CC1)C(=O)NCC1CN(CC1)CC=1C=NC=CC1 1-(3-(4-Methoxyphenyl)-1,2,4-oxadiazol-5-yl)-N-((1-(Pyridin-3-ylmethyl)pyrrolidin-3-yl)methyl)piperidin-4-carboxamid